C(C)(C)(C)OC(=O)N1[C@H](CN(CC1)C1=NC=CC(=C1)Br)C (2S)-4-(4-bromo-2-pyridinyl)-2-methyl-piperazine-1-carboxylic acid tert-butyl ester